ClC1=NC=C2C(=N1)N(C(N(C2)C2=C(C(=CC(=C2Cl)OC)OC)Cl)=S)C(C)C 7-chloro-3-(2,6-dichloro-3,5-dimethoxyphenyl)-1-isopropyl-3,4-dihydropyrimido[4,5-d]pyrimidine-2(1H)-thione